OC([C@@H](C1=C(C=CC=C1)C(F)(F)F)S[C@@H]1O[C@@H]([C@@H]([C@@H]([C@H]1O)N1N=NC(=C1)C1=CC(=C(C(=C1)F)F)F)O)CO)(C)C (2S,3R,4S,5R,6R)-2-(((R)-2-Hydroxy-2-methyl-1-(2-(trifluoromethyl)phenyl)propyl)thio)-6-(hydroxymethyl)-4-(4-(3,4,5-trifluorophenyl)-1H-1,2,3-triazol-1-yl)tetrahydro-2H-pyran-3,5-diol